n-methyl-2-[[4-[1-methyl-4-(4-pyridinyl)pyrazol-3-yl]phenoxy]methyl]-N-methanesulfonyl-quinoline-3-carboxamide CN(C(=O)C=1C(=NC2=CC=CC=C2C1)COC1=CC=C(C=C1)C1=NN(C=C1C1=CC=NC=C1)C)S(=O)(=O)C